C(C)OC(=O)C=1N=NN(C1)C=1C=NC(=C(C1)F)C1CN(CC1)C(=O)OC(C)(C)C 1-[6-[1-(tert-Butoxycarbonyl)pyrrolidin-3-yl]-5-fluoropyridin-3-yl]-1,2,3-triazole-4-carboxylic acid ethyl ester